C1(CCCC1)N1C(=CC2=C1N=C(N=C2)NC2=NC=C(C=C2)N2CCN(CC2)CCCNC=2C=C1C(N(C(C1=CC2)=O)C2C(NC(CC2)=O)=O)=O)C(=O)N(C)C 7-cyclopentyl-2-((5-(4-(3-((2-(2,6-dioxopiperidin-3-yl)-1,3-dioxoisoindolin-5-yl)amino)propyl)piperazin-1-yl)pyridin-2-yl)amino)-N,N-dimethyl-7H-pyrrolo[2,3-d]pyrimidine-6-carboxamide